2-(5-(piperazin-1-ylmethyl)(trifluoromethyl)phenyl)thiazole N1(CCNCC1)CC=1C=CC(=C(C1)C=1SC=CN1)C(F)(F)F